COC(C1=CC(=C(C=C1)C1=NN(C=N1)C1=CC=C(C=C1)C(F)(F)F)C)=O 3-methyl-4-(1-(4-(trifluoromethyl)phenyl)-1H-1,2,4-triazol-3-yl)benzoic acid methyl ester